(S)-4-(3-phenyl-2-(picolinamido)propanamido)benzene-1-sulfonyl chloride C1(=CC=CC=C1)C[C@@H](C(=O)NC1=CC=C(C=C1)S(=O)(=O)Cl)NC(C1=NC=CC=C1)=O